FC1=CC=C(CC2=CC3=C(OC[C@@H](N3C(=O)OCC3=CC=CC=C3)C)N=C2C(NC[C@H]2COCC2)=O)C=C1 benzyl (S)-7-(4-fluorobenzyl)-2-methyl-6-((((S)-tetrahydrofuran-3-yl) methyl) carbamoyl)-2,3-dihydro-1H-pyrido[2,3-b][1,4]oxazine-1-carboxylate